C(C1=CC=CC=C1)OC1=C(C=NC(=C1C)C1=CC(=CC=C1)Cl)C(=O)NCC(=O)OCC ethyl 2-[[4-benzyloxy-6-(3-chlorophenyl)-5-methyl-pyridine-3-carbonyl]amino]acetate